(2r,6s)-2,6-dimethyl-4-[5-(trifluoromethyl)pyrazin-2-yl]piperazine-1-carboxylic acid chloride C[C@H]1N([C@H](CN(C1)C1=NC=C(N=C1)C(F)(F)F)C)C(=O)Cl